C(C)(C)OC1=C(C=CC(=N1)C1=CC=C(N=N1)N(C1C[C@H]2CC[C@@H](C1)N2C(=O)OC(C)(C)C)C)C=2C=NN(C2)C2OCCCC2 tert-butyl (1R,3R,5S)-3-[(6-{6-isopropoxy-5-[1-(oxan-2-yl)pyrazol-4-yl]pyridin-2-yl}pyridazin-3-yl) (methyl)amino]-8-azabicyclo[3.2.1]octane-8-carboxylate